3-(5-(3-fluoro-4-((3-hydroxy-3-(p-tolyl)pyrrolidin-1-yl)methyl)pyridin-2-yl)-1-oxoisoindolin-2-yl)piperidine FC=1C(=NC=CC1CN1CC(CC1)(C1=CC=C(C=C1)C)O)C=1C=C2CN(C(C2=CC1)=O)C1CNCCC1